N1=CN=C(C2=C1NC=C2)C=2C=CC(=NC2)N2CC1N(C(C2)C1)CC1=CC(=CC=C1)OC 3-(5-(7H-pyrrolo[2,3-d]pyrimidin-4-yl)pyridin-2-yl)-6-(3-methoxybenzyl)-3,6-diazabicyclo[3.1.1]heptane